N-(6-(cyclopropylcarbonyl)-5-((2-methoxy-3-(1-methyl-1H-1,2,4-triazol-3-yl)phenyl)amino)pyridazin-3-yl)cyclopropanecarboxamide C1(CC1)C(=O)C1=C(C=C(N=N1)NC(=O)C1CC1)NC1=C(C(=CC=C1)C1=NN(C=N1)C)OC